methyl (3S)-3-[(2S)-2-amino-4-methylpentanamido]-3-{4,5-difluoro-2',6'-dimethyl-[1,1'-biphenyl]-3-yl}propanoate hydrochloride Cl.N[C@H](C(=O)N[C@@H](CC(=O)OC)C=1C=C(C=C(C1F)F)C1=C(C=CC=C1C)C)CC(C)C